ClC=1C=CC(=NC1F)[C@H]1[C@@H](C1)C(=O)OCC Ethyl trans-2-(5-chloro-6-fluoropyridin-2-yl)cyclopropane-1-carboxylate